tert-butyl 2-(3-fluoro-4-(7-((3-(4-fluoropiperidin-1-yl) propyl) carbamoyl) benzo[d]imidazo[2,1-b]thiazol-2-yl) phenyl)-4-oxopyrrolidine-1-carboxylate FC=1C=C(C=CC1C=1N=C2SC3=C(N2C1)C=CC(=C3)C(NCCCN3CCC(CC3)F)=O)C3N(CC(C3)=O)C(=O)OC(C)(C)C